C(C)(C)N(C1=CC=C(C=C1)C1=C(C=CC=C1)C#N)C(C)C 4'-diisopropylaminocyanobiphenyl